[C@H]12CN(C[C@H](CC1)N2)C2=C1C(=NC(=N2)OCC2(CC2)CN2CCCC2)C=C(C=2N1C=CN2)C2=CC(=CC1=CC=C(C(=C21)C#C)F)O 4-(1-((1R,5S)-3,8-diazabicyclo[3.2.1]octan-3-yl)-3-((1-(pyrrolidin-1-ylmethyl)cyclopropyl)methoxy)imidazo[1',2':1,6]pyrido[3,2-d]pyrimidin-6-yl)-5-ethynyl-6-fluoronaphthalen-2-ol